3-methyl-3-(1H-pyrazol-3-yl)butyronitrile CC(CC#N)(C)C1=NNC=C1